C(C)(C)(C)C=1C=C(COP([O-])[O-])C=C(C1O)C(C)(C)C 3,5-di-t-butyl-4-hydroxy-benzylphosphite